(1,7,7-trimethylbicyclo[2.2.1]hept-2-yl)cyclohexane-1-ol CC12C(CC(CC1)C2(C)C)C2(CCCCC2)O